C(CCC)N(C1CC(N(C(C1)(C)C)C)(C)C)C1=NC(=NC(=N1)N(CCCC)C1CC(N(C(C1)(C)C)C)(C)C)NCCCCCC(CCCCCNC1=NC(=NC(=N1)N(CCCC)C1CC(N(C(C1)(C)C)C)(C)C)N(CCCC)C1CC(N(C(C1)(C)C)C)(C)C)NC1=NC(=NC(=N1)N(CCCC)C1CC(N(C(C1)(C)C)C)(C)C)N(CCCC)C1CC(N(C(C1)(C)C)C)(C)C 1,6,11-tris[2,4-bis(N-butyl-N-(1,2,2,6,6-pentamethyl-4-piperidinyl)amino)-s-triazin-6-ylamino]undecane